CN(C)CC1=CC=C(C=C)C=C1 4-(dimethylaminomethyl)styrene